C1(CC1)CN1C=NC=2N(C(N(C(C12)=O)CC1(CCC(CC1)(C(F)(F)F)O)C)=O)C 7-(cyclopropylmethyl)-1-((4-hydroxy-1-methyl-4-(trifluoromethyl)cyclohexyl)methyl)-3-methyl-1H-purine-2,6(3h,7h)-dione